[N+](=O)([O-])C1=CC=C(CN2C(NC(N=C2)=O)=O)C=C1 1-(4-nitrobenzyl)-1,3,5-triazine-2,4-dione